(1R,4R)-1,7,7-trimethyl-bicyclo[2.2.1]heptan CC12CCC(CC1)C2(C)C